4-chloromethyl-N-(7-methoxy-4-phenyl-1H-benzoimidazol-2-yl)-benzamide, hydrochloride Cl.ClCC1=CC=C(C(=O)NC2=NC3=C(N2)C(=CC=C3C3=CC=CC=C3)OC)C=C1